Hydroxypropanetricarboxylic acid sodium salt [Na+].OC(C(C(=O)[O-])(C(=O)[O-])C(=O)[O-])C.[Na+].[Na+]